3-methyl-1-[1-methylpropyl]-N-[(1-methyl-1,2,4-triazol-3-yl)methyl]-5-(2-propoxy-3-pyridinyl)pyrazolo[4,3-b]pyridin-7-amine CC1=NN(C=2C1=NC(=CC2NCC2=NN(C=N2)C)C=2C(=NC=CC2)OCCC)C(CC)C